6-(7-(5-(3,5-difluorophenyl)-4,5-dihydro-1H-pyrazole-1-carbonyl)-4-aza-spiro[2.5]oct-4-yl)-N-methylpyrimidine-4-carboxamide FC=1C=C(C=C(C1)F)C1CC=NN1C(=O)C1CCN(C2(CC2)C1)C1=CC(=NC=N1)C(=O)NC